C1(CC1)S(=O)(=O)NC=1SC(=C(N1)C(C)(C)NC(C1=C(C=C(C=C1)C1=NC(=CN=C1)OCC)F)=O)C N-(2-(2-(cyclopropanesulfonamido)-5-methylthiazol-4-yl)propan-2-yl)-4-(6-ethoxypyrazin-2-yl)-2-fluorobenzamide